BrC=1C=C(C=CC1)S(=O)(=O)NC(=O)C1=NOC(C1)(C1=CC=CC=C1)C1=CC=CC=C1 N-((3-bromophenyl)sulfonyl)-5,5-diphenyl-4,5-dihydroisoxazole-3-carboxamide